C(C1=CC=CC=C1)(=O)N1CCC2(CCN(C2=O)CC2=NC=CC=C2)CC1 8-benzoyl-2-(pyridin-2-ylmethyl)-2,8-diazaspiro[4.5]decan-1-one